2,6-dichloro-9-((3aR,4R,6aR)-2,2-dimethyltetrahydrofurano[3,4-d][1,3]dioxol-4-yl)-9H-purine ClC1=NC(=C2N=CN(C2=N1)[C@@H]1OC[C@H]2OC(O[C@H]21)(C)C)Cl